Trikalium Dicarboxymethyl Alaninat N[C@@H](C)C(=O)OC(C(=O)O)C(=O)O.[K].[K].[K]